38-oxo-2,5,8,11,14,17,20,23,26,29,32,35-dodecaoxaoctatriacontane O=CCCOCCOCCOCCOCCOCCOCCOCCOCCOCCOCCOCCOC